6-methoxy-1-oxo-2-propyl-2,3-dihydro-1H-indene-2-carboxylic acid methyl ester COC(=O)C1(C(C2=CC(=CC=C2C1)OC)=O)CCC